6-(2-amino-6-fluoro-5-(4-(4-(2,2,2-trifluoroethyl)piperazin-1-yl)phenyl)pyridin-3-yl)-7-fluoro-3,4-dihydroisoquinolin-1(2H)-one NC1=NC(=C(C=C1C=1C=C2CCNC(C2=CC1F)=O)C1=CC=C(C=C1)N1CCN(CC1)CC(F)(F)F)F